ClC1=C(C(=C(C=C1OC)OC)Cl)C1=NC(=C2C=C(N=CC2=C1)NC1=C(C=CC=C1C)NC(C=C)=O)NCC1CN(CC1)C N-(2-((7-(2,6-dichloro-3,5-dimethoxyphenyl)-5-(((1-methylpyrrolidin-3-yl)methyl)amino)-2,6-naphthyridin-3-yl)amino)-3-methylphenyl)acrylamide